1-(trifluoromethyl)cyclohexanol FC(C1(CCCCC1)O)(F)F